2-((5-bromothiophen-3-yl)methoxy)acetic acid BrC1=CC(=CS1)COCC(=O)O